FC12CCC(CC1)(C2)C(=O)N2C[C@H]1OC3=C([C@@H]2C1)C=NC=C3C#CCC3COCC3 (4-fluorobicyclo[2.2.1]heptan-1-yl)((2S,5S)-9-(3-(tetrahydrofuran-3-yl)prop-1-yn-1-yl)-2,3-dihydro-2,5-methanopyrido[3,4-f][1,4]oxazepin-4(5H)-yl)methanone